{2-[(2R,6S)-2,6-dimethylpiperidin-1-yl]ethyl}-3,9-difluoro-2,10-dihydroxy-12,13-dihydro-5H-indolo[2,3-a]pyrrolo[3,4-c]carbazole-5,7(6H)-dione C[C@H]1N([C@H](CCC1)C)CCC1=C(C(=CC2=C1NC1=C2C2=C(C=3C4=CC(=C(C=C4NC13)O)F)C(NC2=O)=O)F)O